N1(CCCC1)C(=O)[C@@H]1[C@@H](N(CCC1)C(=O)OC(C)(C)C)C(=O)OC O1-tert-butyl O2-methyl (2R,3S)-3-(pyrrolidine-1-carbonyl)piperidine-1,2-dicarboxylate